COC1=C(C=CC=C1)C1=NOC(=N1)C1CCN(CC1)C(CNC(C1=CC=CC=C1)=O)=O N-(2-(4-(3-(2-methoxyphenyl)-1,2,4-oxadiazol-5-yl)piperidin-1-yl)-2-oxoethyl)benzamide